O-{1-[(4-methoxyphenoxy) methyl]-2,2-dimethylpropyl} 1H-imidazole-1-thiocarboxylate N1(C=NC=C1)C(OC(C(C)(C)C)COC1=CC=C(C=C1)OC)=S